2,6-difluorophenylacetonitrile FC1=C(C(=CC=C1)F)CC#N